ONC(C1=CC=C(C=C1)CC(=O)O)=N 4-[(hydroxyamino)-iminomethyl]benzeneacetic acid